3-((4-(3-methyl-1-(5-(4-(trifluoromethoxy)phenyl)-1H-indazol-1-yl)butyl)benzyl)amino)Propionic acid CC(CC(N1N=CC2=CC(=CC=C12)C1=CC=C(C=C1)OC(F)(F)F)C1=CC=C(CNCCC(=O)O)C=C1)C